1-(tert-butyl) 4-((tert-butyldimethylsilyl) oxy)-3-methylpyrrolidine-1,3-dicarboxylate [Si](C)(C)(C(C)(C)C)OC1C(CN(C1)C(=O)OC(C)(C)C)(C(=O)[O-])C